C(C)NC(C(CC[C@@H](C(=O)NC=1C(N(C=CC1)CC(N[C@H]1[C@@]2(CC[C@H](C1)C2(C)C)C)=O)=O)NC(=O)C=2N=NN(C2)C)=O)=O (S)-N1-Ethyl-5-(1-methyl-1H-1,2,3-triazol-4-carboxamido)-2-oxo-N6-(2-oxo-1-(2-oxo-2-((1R,2R,4R)-1,7,7-trimethylbicyclo[2.2.1]heptan-2-ylamino)ethyl)-1,2-dihydropyridin-3-yl)hexandiamid